O1CCC(CC1)CS(=O)(=O)NC1=CNC2=CC=C(C=C12)CCOC1=CC=C(C=C1)C(F)(F)F 1-(oxan-4-yl)-N-(5-{2-[4-(trifluoromethyl)phenoxy]ethyl}-1H-indol-3-yl)methanesulfonamide